ClC1=C(OC2=NC=C(C(=C2)S(=O)(=O)NC2CC(C2)O)O)C(=C(C(=C1[2H])N1N=C(C(NC1=O)=O)C(F)F)[2H])Cl 2-(2,6-dichloro-4-(6-(difluoromethyl)-3,5-dioxo-4,5-dihydro-1,2,4-triazin-2(3H)-yl)phenoxy-3,5-d2)-5-hydroxy-N-((1s,3s)-3-hydroxycyclobutyl)pyridine-4-sulfonamide